The molecule is a member of the class of benzimidazoles that is fenbendazole in which the hydrogen at position 4 on the phenyl ring has been replaced by a hydroxy group. It has a role as a drug metabolite and a marine xenobiotic metabolite. It is a member of benzimidazoles, a carbamate ester, an aryl sulfide and a member of phenols. It derives from a fenbendazole. COC(=O)NC1=NC2=C(N1)C=C(C=C2)SC3=CC=C(C=C3)O